Methyl 4-(pyrrolidine-1-carbonyl)-cyclohexane-1-carboxylate N1(CCCC1)C(=O)C1CCC(CC1)C(=O)OC